4,4-difluoro-2-(4-fluorophenyl)-N-{4-[7-(pyridin-2-yl)-5H-pyrrolo[2,3-b]pyrazin-6-yl]pyridin-2-yl}butanamide FC(CC(C(=O)NC1=NC=CC(=C1)C1=C(C=2C(=NC=CN2)N1)C1=NC=CC=C1)C1=CC=C(C=C1)F)F